8-bromo-6-chloro-9-cyclopropylmethyl-1-methyl-pyrido[3,4-b]indole BrC=1C=C(C=C2C3=C(N(C12)CC1CC1)C(=NC=C3)C)Cl